C(C)(C)(C)OC(=O)N[C@H](C(=O)N1[C@@H]([C@H]2[C@H]3C=C[C@@H]([C@H]2C1)C3)C(=O)O)C(C)(C)C (1S,3aR,4S,7R,7aS)-2-((S)-2-((tert-butoxycarbonyl)amino)-3,3-dimethylbutanoyl)-2,3,3a,4,7,7a-hexahydro-1H-4,7-methanoisoindole-1-carboxylic acid